[K+].S(=O)(=O)([O-])C1=C(C(=O)[O-])C=CC=C1C(=O)[O-].[K+].[K+] sulfoisophthalic acid potassium salt